2-(1-(tert-butoxycarbonyl)-piperidin-4-yl)acetic acid C(C)(C)(C)OC(=O)N1CCC(CC1)CC(=O)O